6-(4-Chlorophenyl)-N-(2-hydroxy-2-methylpropyl)-2-[1-(2-methylpropyl)-1H-pyrazol-4-yl]pyrimidin ClC1=CC=C(C=C1)C1=CC=NC(N1CC(C)(C)O)C=1C=NN(C1)CC(C)C